7-chloro-8-((3-hydroxy-2-(thiophen-3-yl)propyl)thio)-6-(trifluoromethyl)quinazoline-2,4-diol ClC1=C(C=C2C(=NC(=NC2=C1SCC(CO)C1=CSC=C1)O)O)C(F)(F)F